C(C=C)(=O)N1[C@@H](CN(C[C@@H]1C)C1=NC(N2C3=C(C(=C(C=C13)Cl)C1=C(C=C(C=C1)F)F)SCC2)=O)C 7-((3R,5S)-4-acryloyl-3,5-dimethylpiperazin-1-yl)-9-chloro-10-(2,4-difluorophenyl)-2,3-dihydro-5H-[1,4]thiazino[2,3,4-ij]quinazolin-5-one